1-(5-((4-isobutyl-2-oxopiperazin-1-yl)methyl)pyrazolo[1,5-a]pyridin-3-yl)dihydropyrimidine-2,4(1H,3H)-dione C(C(C)C)N1CC(N(CC1)CC1=CC=2N(C=C1)N=CC2N2C(NC(CC2)=O)=O)=O